C(C)C=1C=C(C=CC1C1=CC=C(C=C1)C1CCC(CC1)CCCCC)CCC(C(=O)OCC)C(=O)OCC diethyl 2-[2-[3-ethyl-4-[4-(4-pentylcyclohexyl) phenyl] phenyl] ethyl]-propanedioate